C(C)C=1C=C(C=CC1)C1=CC(=C(C(=O)NCCOCCNCC(=O)N2CCN(CC2)C(C2=C(C=CC(=C2)CC2=NNC(C3=CC=CC=C23)=O)F)=O)C(=C1)F)F 4-(3-ethylphenyl)-2,6-difluoro-N-[2-[2-[[2-[4-[2-fluoro-5-[(4-oxo-3H-phthalazin-1-yl)methyl]benzoyl]piperazin-1-yl]-2-oxo-ethyl]amino]ethoxy]ethyl]benzamide